FC=1C=C(C=CC1)[C@H](CN1C(=C(C(C=C1)=O)O)C)O (R)-1-(2-(3-fluorophenyl)-2-hydroxyethyl)-3-hydroxy-2-methylpyridin-4(1H)-one